CC=1NC2=CC=CC=C2C1C(=O)N[C@@H]1CC[C@H](CC1)N(C1=CC=CC=C1)CC1COC1 trans-2-Methyl-N-(4-((oxetan-3-ylmethyl)(phenyl)amino)cyclohexyl)-1H-indole-3-carboxamide